N-(5-(2-(1-oxa-7-azaspiro[4.5]decan-7-yl)acetamido)-2-methylpyridin-3-yl)-2-(1-methyl-1H-pyrazol-4-yl)-1H-pyrrolo[2,3-b]pyridine-5-carboxamide O1CCCC12CN(CCC2)CC(=O)NC=2C=C(C(=NC2)C)NC(=O)C=2C=C1C(=NC2)NC(=C1)C=1C=NN(C1)C